[C@@H]12CNC[C@H]2C1OC1=NC(=CC(=C1)C(C)(CC)CC(C)(S(=O)N)C)C1=CC=C(C=C1)F 2-(2-(((1R,5S,6s)-3-azabicyclo[3.1.0]hexan-6-yl)oxy)-6-(4-fluorophenyl)pyridin-4-yl)butan-2-yl-2-methylpropane-2-sulfinamide